FC1=C(C=C(C=C1)F)C(C)NCC=1C=CC=2N(N1)C(=CN2)C#C N-[1-(2,5-difluorophenyl)ethyl]-3-ethynylimidazo[1,2-b]pyridazine-6-methylamine